N-[2-(4-chloropyridin-2-yl)-5-(2,6-difluoro-4-methoxyphenyl)-1-methyl-3-oxo-2,3-dihydro-1H-pyrazol-4-yl]-4-(difluoromethoxy)benzamide ClC1=CC(=NC=C1)N1N(C(=C(C1=O)NC(C1=CC=C(C=C1)OC(F)F)=O)C1=C(C=C(C=C1F)OC)F)C